COC1=CC=C(C=C1)S(=NC(=O)C1=CN(C=C1)C1=CC=C(C=C1)C1=NOC(=N1)C(F)(F)F)(=O)C N-((4-methoxyphenyl)(methyl)(oxo)-λ6-sulfanylidene)-1-(4-(5-(trifluoromethyl)-1,2,4-oxadiazol-3-yl)phenyl)-1H-pyrrole-3-carboxamide